N-(4-Hydroxyphenyl)-N,1,2-trimethyl-5-(2-{[(3R)-3-methyl-3,4-dihydroisoquinolin-2(1H)-yl]carbonyl}-5-{2-[(phenylcarbamoyl)amino]ethyl}phenyl)-1H-pyrrole-3-carboxamide OC1=CC=C(C=C1)N(C(=O)C1=C(N(C(=C1)C1=C(C=CC(=C1)CCNC(NC1=CC=CC=C1)=O)C(=O)N1CC2=CC=CC=C2C[C@H]1C)C)C)C